3-(trifluoromethyl)pyrrolidine-2-carboxylic acid FC(C1C(NCC1)C(=O)O)(F)F